dipropyl-dithiophosphate-toluene tert-butyl-((1S,4s)-4-(2-(((R)-2-(3-fluorophenyl)-2-hydroxyethyl)amino)-2-methylpropyl)cyclohexyl)carbamate C(C)(C)(C)N(C(O)=O)C1CCC(CC1)CC(C)(C)NC[C@H](O)C1=CC(=CC=C1)F.CC1=CC=CC=C1.C(CC)SP(=S)(OCCC)O